4-[2-benzyloxy-1-(5-fluoro-2-pyridinyl)ethoxy]-6-bromo-pyrazolo[1,5-a]pyridine C(C1=CC=CC=C1)OCC(OC=1C=2N(C=C(C1)Br)N=CC2)C2=NC=C(C=C2)F